Rac-tert-butyl (3R,4R)-3-{[(benzyloxy)carbonyl]amino}-4-hydroxypiperidine-1-carboxylate C(C1=CC=CC=C1)OC(=O)N[C@@H]1CN(CC[C@H]1O)C(=O)OC(C)(C)C |r|